(S)-methyl 2-amino-3-cyclopropylpropionate hydrochloride Cl.N[C@H](C(=O)OC)CC1CC1